BrC1=C(C(=CC=C1)F)N1CCC(CC1)N1C(N(C=2C([C@@H]1C)=CN(N2)C2CC2)CC2=C(C=CC=C2)C(F)(F)F)=O (S)-5-[1-(2-bromo-6-fluoro-phenyl)-piperidin-4-yl]-2-cyclopropyl-4-methyl-7-(2-trifluoromethyl-benzyl)-2,4,5,7-tetrahydro-pyrazolo[3,4-d]pyrimidin-6-one